Cl.COC=1C=2N(C=C(N1)N)C=C(N2)C 8-methoxy-2-methylimidazo[1,2-a]pyrazin-6-amine HCl salt